7-oxo-1,6-diazabicyclo[3.2.1]octane-2-carboxamide O=C1NC2CCC(N1C2)C(=O)N